[N+](=O)([O-])C12C=CC(CC1)C2 nitrobicyclo[2.2.1]hept-2-ene